OCC1=C(C=C(C(=O)N)C=C1)[N+](=O)[O-] 4-(hydroxymethyl)-3-nitrobenzamide